1-(4-bromo-3-chloro-phenyl)-3-[(1S)-1-(2-pyrimidin-2-yl-1,2,4-triazol-3-yl)ethyl]urea BrC1=C(C=C(C=C1)NC(=O)N[C@@H](C)C=1N(N=CN1)C1=NC=CC=N1)Cl